n-methyl-n-amyl-thiourea CN(C(=S)N)CCCCC